FC1=C(C=CC2=C1C(=NO2)C)OC fluoro-5-methoxy-3-methylbenzo[d]isoxazole